FC(C)(F)C1=CC=C(C=C1)C(C)N1C[C@@H](N(C[C@H]1CC)C=1C=2C(N(C(C1)=O)C)=CN(N2)CC#N)CC 2-(7-((2S,5R)-4-(1-(4-(1,1-difluoroethyl)phenyl)ethyl)-2,5-diethylpiperazin-1-yl)-4-methyl-5-oxo-4,5-dihydro-2H-pyrazolo[4,3-b]pyridin-2-yl)acetonitrile